2-((3R,4R)-3-Amino-4-fluoropiperidin-1-yl)-1-((S)-1-(5-cyanopyridin-2-yl)ethyl)-1H-benzo[d]imidazol-6-carbonitril-hydrochlorid Cl.N[C@@H]1CN(CC[C@H]1F)C1=NC2=C(N1[C@@H](C)C1=NC=C(C=C1)C#N)C=C(C=C2)C#N